FC1(CCN(CC1)C1=C(C=CC=C1F)[C@@H](C)SC(C)=O)F thioacetic acid (R)-S-(1-(2-(4,4-difluoropiperidin-1-yl)-3-fluorophenyl) ethyl) ester